C1=CC=C(C=C1)C2=CC=C(C=C2)C[C@H](C(=O)O)N D-4,4'-diphenylalanine